1-(4-methylthiophenyl)-2-morpholinopropan-1-one CSC1=CC=C(C=C1)C(C(C)N1CCOCC1)=O